CC1(OC=2C([C@H](C\C(=C/CC1)\C)C)=C(C=C(C2)CCCCC)O)C (5Z,8S)-2,2,6,8-Tetramethyl-11-pentyl-3,4,7,8-tetrahydro-1-benzoxecin-9-ol